(S)-N-((S)-(3-chloro-4-fluoro-phenyl)((S)-2-chlorobicyclo[4.2.0]-oct-1(6),2,4-trien-7-yl)methyl)-2-oxoimidazolidine-4-carboxamide ClC=1C=C(C=CC1F)[C@@H](NC(=O)[C@H]1NC(NC1)=O)[C@@H]1C=2C=CC=C(C2C1)Cl